1-(9-benzyl-1-methyl-β-carbolin-6-yl)-3-(4-chlorophenyl)urea C(C1=CC=CC=C1)N1C2=CC=C(C=C2C=2C=CN=C(C12)C)NC(=O)NC1=CC=C(C=C1)Cl